{(S)-15-[(E)-3-(5-Chloro-2-tetrazol-1-yl-phenyl)-acryloylamino]-13-oxo-8,12,17,19-tetraaza-tricyclo[14.2.1.02,7]nonadeca-1(18),2,4,6,16(19)-pentaen-5-yl}-carbamic Acid methyl ester COC(NC1=CC=C2C3=CNC([C@H](CC(NCCCNC2=C1)=O)NC(\C=C\C1=C(C=CC(=C1)Cl)N1N=NN=C1)=O)=N3)=O